N-((1s,3s)-3-(6-((2-(1-((2-(2,6-dioxopiperidin-3-yl)-1,3-dioxoisoindolin-5-yl)glycyl)piperidin-4-yl)ethyl)amino)-9H-purin-9-yl)cyclobutyl)-6-methylpicolinamide O=C1NC(CC[C@@H]1N1C(C2=CC=C(C=C2C1=O)NCC(=O)N1CCC(CC1)CCNC1=C2N=CN(C2=NC=N1)C1CC(C1)NC(C1=NC(=CC=C1)C)=O)=O)=O